NC1=C2N=CN(C2=NC(=N1)Cl)[C@H]1[C@H]([C@@H]([C@H](O1)COC(C(=O)O)(C(=O)O)CC1=CC(=C(C=C1)C(=O)O)F)O)F 2-(((2R,3R,4S,5R)-5-(6-amino-2-chloro-9H-purin-9-yl)-4-fluoro-3-hydroxytetrahydrofuran-2-yl)methoxy)-2-(4-carboxy-3-fluorobenzyl)malonic acid